ClC1=NC=C(C(=C1)C1C(CN2C(=CC=C12)C#N)(C)C)F (2-chloro-5-fluoropyridin-4-yl)-2,2-dimethyl-2,3-dihydro-1H-pyrrolizine-5-carbonitrile